tert-butyl (4-(3-(4-carbamoylbenzyl)ureido)cyclohexyl)carbamate C(N)(=O)C1=CC=C(CNC(NC2CCC(CC2)NC(OC(C)(C)C)=O)=O)C=C1